1-(9H-fluoren-9-ylmethoxycarbonylamino)-4,4-difluoro-cyclohexanecarboxylic acid C1=CC=CC=2C3=CC=CC=C3C(C12)COC(=O)NC1(CCC(CC1)(F)F)C(=O)O